C1(CCCC1)N1C(C(=C(C2=C1N=C(N=C2)NC2=NC=C(C=C2)N2CCOCC2)C)C(=C)OCC)=O 8-Cyclopentyl-6-(1-ethoxy-vinyl)-5-methyl-2-(5-morpholin-4-yl-pyridin-2-ylamino)-8H-pyrido[2,3-d]pyrimidin-7-one